BrC1=NC=CC=C1C=O 2-bromopyridine-3-carbaldehyde